2,5-difluoro-3-bromopyridine FC1=NC=C(C=C1Br)F